3-chloro-N-methyl-5-((6-(3-methylisoxazol-4-yl)-1-oxoisoquinolin-2(1H)-yl)methyl)benzamide ClC=1C=C(C(=O)NC)C=C(C1)CN1C(C2=CC=C(C=C2C=C1)C=1C(=NOC1)C)=O